C1(=CC=C(C=C1)S(=O)(=O)OCCOCCOCCOCC(=O)OCC)C ethyl 2-[2-[2-[2-(p-tolylsulfonyloxy)ethoxy]ethoxy]ethoxy]acetate